FC(C1=CC=C2C(=CNC2=C1)S(=O)(=O)NC1=NC=C(C(=N1)OC)OCCF)F 6-(difluoromethyl)-N-[5-(2-fluoroethoxy)-4-methoxy-pyrimidin-2-yl]-1H-indole-3-sulfonamide